C(C)(C)(C)OC(=O)N1CCC(=CC1)C=1C=NC(=C(C1)C)NC(C1=CC(=C(C=C1)C=1CCN(CC1)C(=O)OC(C)(C)C)F)=O 6-[4-(1-tert-butoxycarbonyl-1,2,3,6-tetrahydro-pyridin-4-yl)-3-fluoro-benzoylamino]-5-methyl-3',6'-dihydro-2'H-[3,4']bipyridinyl-1'-carboxylic acid tert-butyl ester